4-(2-Methoxybenzoyl)pyridine COC1=C(C(=O)C2=CC=NC=C2)C=CC=C1